(cis,1R,3S)-camphoric acid C([C@@]1(C)C(C)(C)[C@@H](C(=O)O)CC1)(=O)O